C(C)(C)(C)OC(NC=1C=NN2C1N=CC(=C2)F)=O (6-Fluoropyrazolo[1,5-a]pyrimidin-3-yl)carbamic acid tert-butyl ester